C(C)N1CCN(CC1)C1=NC(=NC=N1)N1CCC2N(CCC21)C(C=C)=O 1-(4-(4-(4-ethylpiperazin-1-yl)-1,3,5-triazin-2-yl)hexahydropyrrolo[3,2-b]pyrrol-1(2H)-yl)prop-2-en-1-one